N-(4-(N-(8-(2-(dimethylamino)-N-methylacetamido)-5,6,7,8-tetrahydronaphthalen-2-yl)sulfamoyl)naphthalen-1-yl)-2-methylbenzamide CN(CC(=O)N(C)C1CCCC=2C=CC(=CC12)NS(=O)(=O)C1=CC=C(C2=CC=CC=C12)NC(C1=C(C=CC=C1)C)=O)C